BrC1=CC=NC2=CC(=C(C=C12)C(=O)OC)C(=O)OC dimethyl 4-bromoquinoline-6,7-dicarboxylate